ONC(/C=C/C1=C(C=CC=C1)NC(=O)C=1N=C(N2C1C=CC=C2)S(=O)(=O)C)=O (E)-N-(2-(3-(hydroxyamino)-3-oxoprop-1-en-1-yl)phenyl)-3-(methylsulfonyl)imidazo[1,5-a]pyridine-1-carboxamide